C(CCCCCCC#C)O non-8-yn-1-ol